CC/C(=C(\C1=CC=CC=C1)/C2=CC=C(C=C2)OCCN(CC)CC)/C3=CC=C(C=C3)OC.C(C(=O)O)C(CC(=O)O)(C(=O)O)O 2-(p-(2-(p-methoxyphenyl)-1-phenyl-1-butenyl)phenoxy)triethylamine citrate